C(N)(=O)C1=CC(=NC2=CC=C(C=C12)C(=O)O)C 4-carbamoyl-2-methylquinoline-6-carboxylic acid